NC=1C2=C(N=CN1)C(=CN2)[C@@H]2O[C@@H]([C@H]([C@H]2O)O)CN(C(C)C)C2CC(C2)CCC2=NC1=C(N2)C=CC(=C1)C(C)(C)C (2S,3R,4S,5R)-2-(4-amino-5H-pyrrolo[3,2-d]pyrimidin-7-yl)-5-((((1r,3S)-3-(2-(5-(tert-butyl)-1H-benzo[d]imidazol-2-yl)ethyl)cyclobutyl)(isopropyl)amino)methyl)tetrahydrofuran-3,4-diol